methyl (6-fluoro-4-oxo-4,5-dihydropyrazolo[1,5-a]quinoxalin-7-yl)methanesulfonate FC1=C2NC(C=3N(C2=CC=C1CS(=O)(=O)OC)N=CC3)=O